COC=1C=C(C=CC1OCC=1C=NC(=CC1)OC)NC1=NC=2C=CC=C(C2N=C1N1CCOCC1)C#N ((3-methoxy-4-((6-methoxypyridin-3-yl)methoxy)phenyl)amino)-3-morpholinoquinoxaline-5-carbonitrile